C(CCCC)(=O)OO hydroxy pentanoate